FC1(C[C@H](N(C1)C(=O)OC(C)(C)C)C(N(C)OC)=O)F tert-butyl (2S)-4,4-Difluoro-2-[methoxy(methyl)carbamoyl]pyrrolidine-1-carboxylate